[Na+].[Na+].CC=1C=C2C(=C(NC2=CC1C(=O)[O-])CCCCC)CC(=O)[O-] 5-methyl-2-pentyl-3-(carboxymethyl)indole-6-formic acid disodium salt